F[C@H]1[C@H]2CC[C@@H](C[C@@H]1OC1=CC=C(N=N1)C1=C(C=C(C=C1)N1N=NC=C1)O)N2C 2-(6-(((1R,2S,3S,5S)-2-fluoro-8-methyl-8-azabicyclo[3.2.1]octan-3-yl)oxy)pyridazin-3-yl)-5-(1H-1,2,3-triazol-1-yl)phenol